1-[4-(4-bromophenyl)morpholin-2-yl]-N,N-dimethyl-methylamine BrC1=CC=C(C=C1)N1CC(OCC1)CN(C)C